(E)-4-[4-(3-Chloro-10,11-dihydro-5H-dibenzo[b,f]azepin-5-yl)butylamino]-N-(2-phenylethyloxy)-but-2-enamide maleate C(\C=C/C(=O)O)(=O)O.ClC=1C=CC2=C(N(C3=C(CC2)C=CC=C3)CCCCNC/C=C/C(=O)NOCCC3=CC=CC=C3)C1